3-amino-1-(tert-butyloxycarbonyl)piperidine-3-carboxylic acid NC1(CN(CCC1)C(=O)OC(C)(C)C)C(=O)O